N-(4,4-difluoro-1,1-dioxo-3,4-dihydro-2H-1λ6-benzothiopyran-8-yl)-N-[(4-formyl-3-nitro-phenyl)methyl]pyridine-3-carboxamide FC1(CCS(C2=C1C=CC=C2N(C(=O)C=2C=NC=CC2)CC2=CC(=C(C=C2)C=O)[N+](=O)[O-])(=O)=O)F